N-((S)-2-hydroxy-3-(4-hydroxyphenyl)propyl)-3-(pyridin-4-yl)-3-(1-(trifluoromethyl)cyclopropyl)propanamide O[C@H](CNC(CC(C1(CC1)C(F)(F)F)C1=CC=NC=C1)=O)CC1=CC=C(C=C1)O